ClC=1N=CN(C1)C1=C(C=C(C=N1)NC1=NN2C(N(CCC2)C2=CC(=C(C=C2)F)F)=N1)OC N-[6-(4-Chloroimidazol-1-yl)-5-methoxy-3-pyridinyl]-4-(3,4-difluorophenyl)-6,7-dihydro-5H-[1,2,4]triazolo[1,5-a]pyrimidin-2-amine